chloro-N-(oxetan-3-yl)furo[2,3-b]pyridine-2-carboxamide ClC1=C(OC2=NC=CC=C21)C(=O)NC2COC2